C12N(CC(CC1)CC2)C2=C1C(=NC(=N2)Cl)N(N=C1)[C@@H]1O[C@@H](C([C@H]1O)=C)CO (2R,3R,5S)-2-(4-(2-azabicyclo[2.2.2]octane-2-yl)-6-chloro-1H-pyrazolo[3,4-d]pyrimidin-1-yl)-5-(hydroxymethyl)-4-methylenetetrahydrofuran-3-ol